3-((6-Fluoro-4-(methylsulfanyl)-1-toluenesulfonyl-1H-indol-5-yl)oxy)benzothiamide FC1=C(C(=C2C=CN(C2=C1)S(=O)(=O)CC1=CC=CC=C1)SC)OC=1C=C(C(N)=S)C=CC1